[As].[As].BrC1=C(C=C(C=C1)P(=O)(C)C)C(F)(F)F 1-Bromo-4-dimethylphosphoryl-2-(trifluoromethyl)benzene diarsenic